ClC(C=1OC(=NN1)C1=CC2=CC=CC=C2C=C1)(Cl)Cl 2-trichloromethyl-5-(2-naphthyl)-1,3,4-oxadiazole